O1CC(CC1)C1=C2C(=NC=C1)C=NN2 7-(R)-tetrahydro-furan-3-yl-1H-pyrazolo[4,3-b]pyridine